(S)-cyclopropyl-((R)-5H-imidazo[5,1-a]isoindol-5-yl)methanol C1(CC1)[C@H](O)[C@@H]1N2C(C3=CC=CC=C13)=CN=C2